4-((6-aminopyridine-3-yl)oxy)pyridine NC1=CC=C(C=N1)OC1=CC=NC=C1